CC(C)C(C)C(O)O 2,3-dimethylbutandiol